zirconium(III) chloride [Cl-].[Zr+3].[Cl-].[Cl-]